3-(5-(2-cyclohexyl-1-methyl-1H-imidazol-4-yl)-1-oxoisoindolin-2-yl)piperidine-2,6-dione C1(CCCCC1)C=1N(C=C(N1)C=1C=C2CN(C(C2=CC1)=O)C1C(NC(CC1)=O)=O)C